1-methyl-5-[1-pyrimidin-2-yl-3-(trifluoromethyl)pyrazol-4-yl]Imidazole-2-carboxamide CN1C(=NC=C1C=1C(=NN(C1)C1=NC=CC=N1)C(F)(F)F)C(=O)N